tert-butyl (S)-(2-(2-(2-(4-(2-(6-(4-chlorophenyl)-8-methoxy-1-methyl-4H-benzo[f][1,2,4]triazolo[4,3-a][1,4]diazepin-4-yl)acetamido)phenoxy)ethoxy)ethoxy)ethyl)carbamate ClC1=CC=C(C=C1)C1=N[C@H](C=2N(C3=C1C=C(C=C3)OC)C(=NN2)C)CC(=O)NC2=CC=C(OCCOCCOCCNC(OC(C)(C)C)=O)C=C2